2-[3,5-dichloro-4-[3-[(4,4-difluoro-1-piperidyl)sulfonyl]-4-hydroxy-phenoxy]phenyl]-6-(difluoromethyl)-1,2,4-triazine-3,5-dione ClC=1C=C(C=C(C1OC1=CC(=C(C=C1)O)S(=O)(=O)N1CCC(CC1)(F)F)Cl)N1N=C(C(NC1=O)=O)C(F)F